4-[(2,4-dimethylphenyl)azo]-2,4-dihydro-5-methyl-2-phenyl-3H-pyrazol-3-one CC1=C(C=CC(=C1)C)N=NC1C(N(N=C1C)C1=CC=CC=C1)=O